C(CCC)NC1=CC=C(C(=C1)C1=CC=CC=C1)C(=O)NC=1SC(=CC1)[N+](=O)[O-] 5-(Butylamino)-N-(5-nitrothiophen-2-yl)-[1,1'-biphenyl]-2-carboxamide